[O-]S(=O)(=O)C(F)(F)F.C(CCCCCCCCCCC)C1=C(C=CC=C1)[I+]C1=C(C=CC=C1)CCCCCCCCCCCC bis(n-dodecylphenyl)iodonium triflate